(S)-N-(4-((2-(1-fluoroprop-2-yl)-6-methylpyrimidin-4-yl)amino)-5-(2-methoxyethoxy)pyridin-2-yl)acetamide FC[C@@H](C)C1=NC(=CC(=N1)NC1=CC(=NC=C1OCCOC)NC(C)=O)C